4-[(3-chloro-4-fluorophenyl)amino]-6-{2-[4-(2-oxo-morpholin-4-yl)-piperidin-1-yl]-ethoxy}-7-methoxy-quinazoline ClC=1C=C(C=CC1F)NC1=NC=NC2=CC(=C(C=C12)OCCN1CCC(CC1)N1CC(OCC1)=O)OC